(3S)-3-(tert-Butoxycarbonylamino)-4-[(7-fluoro-2-formyl-indan-5-yl)amino]-4-oxo-butanoic acid tert-butyl ester C(C)(C)(C)OC(C[C@@H](C(=O)NC=1C=C2CC(CC2=C(C1)F)C=O)NC(=O)OC(C)(C)C)=O